[F-].C(C)(C)(C)[NH3+] tert-butylammonium fluoride